N(=[N+]=[N-])C[C@H](C1=CC(=CC=C1)Cl)NC(=O)C=1N=CN(C1)C1=NC(=NC=C1C)NC1CC(C1)(F)F (S)-N-(2-azido-1-(3-chlorophenyl)ethyl)-1-(2-((3,3-difluorocyclobutyl)amino)-5-methylpyrimidin-4-yl)-1H-imidazole-4-amide